butylperOxyneodecanoate C(CCC)OOC(CCCCCC(C)(C)C)=O